5-(methylamino)-6-(trifluoromethyl)isoindoline-2-carboxylic acid tert-butyl ester C(C)(C)(C)OC(=O)N1CC2=CC(=C(C=C2C1)NC)C(F)(F)F